ClC1=CC(=NC2=NC(=CC=C12)C)N1C[C@@H](OCC1)C=1C=NN(C1)C (S)-4-(4-chloro-7-methyl-1,8-naphthyridin-2-yl)-2-(1-methyl-1H-pyrazol-4-yl)morpholine